COC(C1=CC(=NC=C1C#CC1=CC=CC=C1)C)=O 2-methyl-5-(phenylethynyl)isonicotinic acid methyl ester